C1(=CC=CC=C1)C1C2=C(C(OC1)CN1CCCCC1)SC=C2 1-((4-phenyl-4,7-dihydro-5H-thieno[2,3-c]pyran-7-yl)methyl)piperidine